(4,4-dimethyl-4,5-dihydrooxazol-2-yl)-4,6-diaminoquinazoline CC1(N=C(OC1)C1=NC2=CC=C(C=C2C(=N1)N)N)C